3,7-dimethylnon-2,4,6,8-tetraenoic acid CC(=CC(=O)O)C=CC=C(C=C)C